2-(3,4-epoxycyclohexyl)ethylmethyldipropoxysilane C1(CC2C(CC1)O2)CC[Si](OCCC)(OCCC)C